({(1S)-1-[1-(tert-butoxycarbonyl)-4-fluoropiperidin-4-yl]ethyl}amino)-5-fluoro-4-(trifluoromethyl)benzoic acid C(C)(C)(C)OC(=O)N1CCC(CC1)(F)[C@H](C)NC1=C(C(=O)O)C=C(C(=C1)C(F)(F)F)F